4-(1-(6-fluoro-1-methylpyrido[4,3-e][1,2,4]triazolo[4,3-a]pyrimidin-5-yl)-1,2,3,5-tetrahydrobenzo[e][1,4]oxazepin-6-yl)-2-methylbut-3-yn-2-ol FC1=CN=CC2=C1C(=NC=1N2C(=NN1)C)N1CCOCC2=C1C=CC=C2C#CC(C)(O)C